NC1=C(C=CC=C1)OB(O)O o-aminophenyl-boric acid